(E)-N'-(5-fluoro-1-((2s,4S)-2-(hydroxymethyl)-1,3-dioxolan-4-yl)-2-oxo-1,2-dihydropyrimidin-4-yl)-N,N-dimethylformimidamide FC=1C(=NC(N(C1)[C@H]1O[C@H](OC1)CO)=O)/N=C/N(C)C